bicyclo[3.1.0]hexane-3-ol C12CC(CC2C1)O